FC1=C(N=C(C2=C1N=C(N=C2)S(=O)C)N2CCC2)C2=CC(=CC1=CC=C(C(=C21)C#C[Si](C(C)C)(C(C)C)C(C)C)F)OCOC 1-{8-fluoro-7-[7-fluoro-3-(methoxymethoxy)-8-[2-(triisopropylsilyl)ethynyl]naphthalen-1-yl]-2-methanesulfinylpyrido[4,3-d]pyrimidin-5-yl}azetidine